COC(C1=C(C=CC(=C1)C=1C(=C2C(C=C(NC2=CC1F)C1=C(C=CC(=C1)C#N)Cl)=O)F)F)=O 5-(2-(2-chloro-5-cyanophenyl)-5,7-difluoro-4-oxo-1,4-dihydroquinolin-6-yl)-2-fluorobenzoic acid methyl ester